Cl.C(C=C)OC(CCN)=O β-alanine allyl ester hydrochlorid